N(CCO)(CCO)CCO.N[C@@H](CCC(=O)O)C(=O)OC(CCCCCCC)=O octanoyl Glutamate triethanolamine salt